C(#N)C1=CC=2N(N=C1)C(=CC2)C2=NC=C(C(=O)NC[C@H](C(C)(C)O)F)C(=C2)NC2CCC(CC2)N2N=CC(=C2)C(F)(F)F 6-(3-cyanopyrrolo[1,2-b]pyridazin-7-yl)-N-((R)-2-fluoro-3-hydroxy-3-methylbutyl)-4-(((1r,4R)-4-(4-(trifluoromethyl)-1H-pyrazol-1-yl)cyclohexyl)amino)nicotinamide